Methyl (1-hydroxy-1,3-dihydrobenzo[c][1,2]oxaborole-6-carbonyl)-D-phenylalaninate OB1OCC2=C1C=C(C=C2)C(=O)N[C@H](CC2=CC=CC=C2)C(=O)OC